Benzyl (S)-4-(7-bromo-2-chloro-8-fluoroquinazolin-4-yl)-2-(cyanomethyl)piperazine-1-carboxylate BrC1=CC=C2C(=NC(=NC2=C1F)Cl)N1C[C@@H](N(CC1)C(=O)OCC1=CC=CC=C1)CC#N